(S)-1-(6-Fluoroisochroman-1-yl)-N-methylmethanamine FC=1C=C2CCO[C@@H](C2=CC1)CNC